tert-butyl (tert-butoxycarbonyl)(3-(iodomethyl)phenyl)carbamate C(C)(C)(C)OC(=O)N(C(OC(C)(C)C)=O)C1=CC(=CC=C1)CI